ethyl (E)-4-((2-(3,4-dichlorophenyl)thiazol-4-yl)amino)-4-oxobut-2-enoate ClC=1C=C(C=CC1Cl)C=1SC=C(N1)NC(/C=C/C(=O)OCC)=O